(7-((tert-butyldiphenylsilyl)oxy)hept-1-en-4-yl)-2-methylpropane-2-sulfinamide [Si](C1=CC=CC=C1)(C1=CC=CC=C1)(C(C)(C)C)OCCCC(CC=C)CC(C)(S(=O)N)C